2,2-difluoro-4-hydroxy-N,5-diphenyl-valeramide FC(C(=O)NC1=CC=CC=C1)(CC(CC1=CC=CC=C1)O)F